(R)-3-chloro-10,12-dimethyl-9,10,11,12-tetrahydro-8H-[1,4]diazepino[5',6':4,5]thieno[3,2-f]quinolin-8-one ClC1=NC=2C=CC3=C(C2C=C1)C1=C(S3)C(N[C@@H](CN1C)C)=O